1-((7-bromo-9,9-dimethyl-9,10-dihydroacridin-3-yl)oxy)-2-methylpropan-2-ol BrC1=CC=C2NC=3C=C(C=CC3C(C2=C1)(C)C)OCC(C)(O)C